CN1C=C(N=C(C1=O)NC1=CC(=C(C=C1)N1[C@H](CN(CC1)C1CCOCC1)C)[N+](=O)[O-])C1=C(C=NC=C1)C=O 4-[4-methyl-6-([4-[(2S)-2-methyl-4-(oxan-4-yl)piperazin-1-yl]-3-nitrophenyl]amino)-5-oxopyrazin-2-yl]pyridine-3-carbaldehyde